tert-butyl 4-(4-(chloromethyl)thiazol-5-yl)-4-hydroxypiperidine-1-carboxylate ClCC=1N=CSC1C1(CCN(CC1)C(=O)OC(C)(C)C)O